4-amino-7-{(1S)-1-[1-(2-fluorophenyl)-1H-pyrazol-4-yl]propyl}-5-[2-(trifluoromethyl)pyrimidin-5-yl]-7H-pyrrolo[2,3-d]pyrimidine-6-carbonitrile NC=1C2=C(N=CN1)N(C(=C2C=2C=NC(=NC2)C(F)(F)F)C#N)[C@@H](CC)C=2C=NN(C2)C2=C(C=CC=C2)F